O(C1=CC=CC=C1)P(=NP(N(P(F)F)F)F)F phenoxypentafluoro-triphosphazene